4-(2-chloro-2,2-difluoro-ethyl)imidazolidin-2-one ClC(CC1NC(NC1)=O)(F)F